isopropyl 2-amino-5-(4-(2-(3,5-difluorophenyl)-2-hydroxyacetamido)-2-methylphenyl)nicotinate NC1=C(C(=O)OC(C)C)C=C(C=N1)C1=C(C=C(C=C1)NC(C(O)C1=CC(=CC(=C1)F)F)=O)C